C1(CC1)OC1=CC=C(C=C1)C(=O)N1CCC(CC1)C1=CNC2=NC=C(N=C21)C2CCOCC2 [4-(Cyclopropoxy)phenyl]-[4-(2-tetrahydropyran-4-yl-5H-pyrrolo[2,3-b]pyrazin-7-yl)-1-piperidyl]methanone